S1C=NC2=C1C=CC(=C2)C2=CC=C(C=C2)C[C@@H](C#N)NC(=O)[C@H]2OCCCNC2 (2S)-N-{(1s)-2-[4-(1,3-Benzothiazol-5-yl)phenyl]-1-cyanoethyl}-1,4-oxazepane-2-carboxamide